C(C)(C)(C)OC(=O)N1C2C3=CC=CC=C3C1[C@@H](CC2)C (9R)-9-methyl-12-azatricyclo[6.3.1.02,7]dodeca-2,4,6-triene-12-carboxylic acid tert-butyl ester